BrC1=CC(=C(C(=C1)Cl)S(=O)(=O)NCCC1=C(C=CC=C1)Cl)Cl 4-bromo-2,6-dichloro-N-[2-(2-chlorophenyl)ethyl]benzene-1-sulfonamide